Cl.FC1=CC2=C(C(=NS2)C2CCNCC2)C=C1 6-fluoro-3-(piperidin-4-yl)benzo[d]isothiazole hydrochloride salt